(7R,8S)-2-amino-7,8-dimethyl-7,8-dihydro-5H-pyrano[4,3-b]pyridin-5-one NC1=CC=C2C(=N1)[C@@H]([C@H](OC2=O)C)C